7-Ethyl-4-(4-fluoro-3-(6-methoxy-2-(4-methyltetrahydro-2H-pyran-4-yl)-2H-indazol-5-yl)phenyl)-7H-imidazo[4,5-c]pyridazine C(C)N1C=NC2=C1N=NC=C2C2=CC(=C(C=C2)F)C2=CC1=CN(N=C1C=C2OC)C2(CCOCC2)C